NC=1CC(=CC2=C(N1)C=C(S2)CC2CCNCC2)C(=O)N(CCC)OCC 5-amino-N-ethoxy-2-(4-piperidinylmethyl)-N-propyl-6H-thieno[3,2-b]azepin-7-carboxamide